COC(CC1CN(CC1)C1=NC(=NC=2C(CCCC12)(F)F)S(=O)(=O)C)=O 2-(1-(8,8-difluoro-2-(methylsulfonyl)-5,6,7,8-tetrahydroquinazolin-4-yl)pyrrolidin-3-yl)acetic acid methyl ester